cis-3-hydroxy-L-proline sodium [Na].O[C@H]1[C@H](NCC1)C(=O)O